NC1=C2N(C(N(C2=NC=N1)[C@H]1[C@@H](CNCC1)F)=O)C1=CC=C(C=C1)OC1=CC=CC=C1 |o1:10,11| rel-6-amino-9-[(3R,4R)-3-fluoropiperidin-4-yl]-7-(4-phenoxyphenyl)purin-8-one